2-[1-[1-(2-pyridyl)azetidin-3-yl]Pyrazol-4-yl]Quinoxaline N1=C(C=CC=C1)N1CC(C1)N1N=CC(=C1)C1=NC2=CC=CC=C2N=C1